O[C@H]([C@@H](CNC(C1=C(C=CC=C1)O)=O)O)[C@H]1[C@@H]([C@H](C[C@@](O1)(C(=O)O)OCCOCCOCC#C)O)NC(CO)=O (2R,4S,5R,6R)-6-((1R,2R)-1,2-dihydroxy-3-(2-hydroxybenzamido)propyl)-4-hydroxy-5-(2-hydroxyacetamido)-2-(2-(2-(prop-2-yn-1-yloxy)ethoxy)ethoxy)tetrahydro-2H-pyran-2-carboxylic acid